3,6-dimethylhept-5-en-1-yl ethyl oxalate C(C(=O)OCC)(=O)OCCC(CC=C(C)C)C